6-chloro-8-fluoro-4-(4-(2-fluoroacryloyl)piperazin-1-yl)-2-(((S)-1-methylpyrrolidin-2-yl)methoxy)quinoline-3-carbonitrile ClC=1C=C2C(=C(C(=NC2=C(C1)F)OC[C@H]1N(CCC1)C)C#N)N1CCN(CC1)C(C(=C)F)=O